C(C)(=O)O.N1CC(C1)NC(CC(C)O)=O N-(azetidin-3-yl)-3-hydroxybutyramide acetate